C(=O)O.ClC=1C=C2CCCN(C2=C(C1)C1=C2C(=NC=C1)C=C(S2)CN2N=CC(=CC2=O)C2CC2)[C@@H]2CN[C@H](C2)CO 2-[[7-[6-chloro-1-[(3S,5R)-5-(hydroxymethyl)pyrrolidin-3-yl]-3,4-dihydro-2H-quinolin-8-yl]thieno[3,2-b]pyridin-2-yl]methyl]-5-cyclopropyl-pyridazin-3-one, formic acid salt